F[Al-3](F)(F)(F)(F)F.[Na+].[Na+].[Na+] SODIUM HEXAFLUOROALUMINATE